CN(C(=N)N)CCC(=O)O β-N-methylguanidinopropionic acid